1,6-dimethylimidazo[1,2-a]pyridin-1-ium C[N+]=1C=CN2C1C=CC(=C2)C